S([O-])(O)(=O)=O.[NH4+].[NH4+].[NH4+].S([O-])(O)(=O)=O.S([O-])(O)(=O)=O tri-ammonium bisulfate